methyl 6-chloro-4-(prop-1-en-2-yl)quinoline-2-carboxylate ClC=1C=C2C(=CC(=NC2=CC1)C(=O)OC)C(=C)C